C(C)(C)(C)OC(=O)N1CC2(C1)CC(C2)C2=C(C(=NO2)C)C(=O)O 5-{2-[(tert-butoxy)carbonyl]-2-azaspiro[3.3]heptan-6-yl}-3-methyl-1,2-oxazole-4-carboxylic acid